CO[Si](C1CC2OC2CC1)(OC)OC trimethoxy-7-oxabicyclo[4.1.0]hept-3-ylsilane